FC(C1=C(C=CC(=C1)C(F)(F)F)CO)(F)F [2,4-Bis(trifluoromethyl)phenyl]methanol